N1=C(C=NC=C1)OC1=CC=C(C=C1)C1=NOC(=N1)CC(C(=O)O)=C 2-((3-(4-(pyrazin-2-yloxy)phenyl)-1,2,4-oxadiazol-5-yl)methyl)acrylic acid